OC1=C(OC2=CC(=CC(=C2C1=O)O)OC)C1=CC(=C(C=C1)O)O 3,5,3',4'-tetrahydroxy-7-methoxyflavone